rac-(3R,5R)-5-(2-aminopyrimidin-5-yl)tetrahydrofuran-3-yl (1-methylcyclopropyl)carbamate CC1(CC1)NC(O[C@H]1CO[C@H](C1)C=1C=NC(=NC1)N)=O |r|